3-{[(tert-butyldimethylsilyl)oxy]methyl}-2-(2-methyl-5-phenyl-1,3-thiazole-4-carbonyl)-2-azabicyclo[3.1.1]heptan-4-ol [Si](C)(C)(C(C)(C)C)OCC1N(C2CC(C1O)C2)C(=O)C=2N=C(SC2C2=CC=CC=C2)C